3-((2-(benzylthio)-4-ethylphenoxy)methyl)pyridine C(C1=CC=CC=C1)SC1=C(OCC=2C=NC=CC2)C=CC(=C1)CC